C(C=C)N1[C@@H](CCC1)[C@H](C)O (S)-1-((S)-1-allylpyrrolidin-2-yl)ethan-1-ol